OC1=CC=C(C=C1)CCC(C(=O)N)CCCC [2-(4-hydroxyphenyl)ethyl]hexanamide